3-{[3-fluoro-1-methylpiperidin-3-yl]methoxy}-5-(5-methyl-1,3-thiazol-2-yl)-N-{(1R)-1-[2-(trifluoromethyl)pyrimidin-5-yl]ethyl}benzamide FC1(CN(CCC1)C)COC=1C=C(C(=O)N[C@H](C)C=2C=NC(=NC2)C(F)(F)F)C=C(C1)C=1SC(=CN1)C